(2s,4s)-2-(4-(3-isopropylphenyl)piperidine-1-carbonyl)-7-oxa-5-azaspiro[3.4]octan-6-one C(C)(C)C=1C=C(C=CC1)C1CCN(CC1)C(=O)C1CC2(C1)NC(OC2)=O